ClC1=NC=C(C(=N1)C1=CC=C2C(C(=C(N(C2=C1)C(C)C)CN1[C@H](COC[C@@H]1C)C)C)=O)Cl 7-(2,5-dichloropyrimidin-4-yl)-2-(((3s,5S)-3,5-dimethylmorpholino)methyl)-1-isopropyl-3-methylquinolin-4(1H)-one